IC1=C(N(C=2C1=NC(=CC2)OC)S(=O)(=O)C2=CC=C(C=C2)C)C 3-iodo-5-methoxy-2-methyl-1-(4-methylbenzenesulfonyl)-1H-pyrrolo[3,2-b]pyridine